C(C1=CC=CC=C1)OC(=O)N1CCN(CC1)C1=CC(=C(C=C1)N)F 4-(4-amino-3-fluorophenyl)piperazine-1-carboxylic acid benzyl ester